CC1=C(C=CC(=C1)Br)O p-bromocresol